S1C(=NC2=C1C=CC=C2)NC2=C(C=C(N=N2)N(C=2SC(=C(N2)C(=O)O)CC(COC2=C(C=C(C=C2)C#CCN(C)C)F)O)C)C 2-({6-[(1,3-benzothiazol-2-yl)amino]-5-methylpyridazin-3-yl}(methyl)amino)-5-(3-{4-[3-(dimethylamino)prop-1-yn-1-yl]-2-fluorophenoxy}-2-hydroxypropyl)-1,3-thiazole-4-carboxylic acid